1,7-di([1,1'-biphenyl]-2-yl)-3,4,9,10-tetrabromoperylene C1(=C(C=CC=C1)C1=CC(=C2C(=CC=C3C4=C(C=C(C5=C(C=CC(C1=C23)=C45)Br)Br)C4=C(C=CC=C4)C4=CC=CC=C4)Br)Br)C4=CC=CC=C4